1,2-di-arachidyl-sn-glycerol C(CCCCCCCCCCCCCCCCCCC)OC[C@@H](OCCCCCCCCCCCCCCCCCCCC)CO